Methyl (S)-4-((tert-butoxycarbonyl)(methyl)amino)-3-(5-methoxypyridin-3-yl)butanoate C(C)(C)(C)OC(=O)N(C[C@@H](CC(=O)OC)C=1C=NC=C(C1)OC)C